COC=1C=NC=NC1NC1=NNC(=C1)C 5-methoxy-6-((5-methyl-1H-pyrazol-3-yl)amino)pyrimidin